1-(2-(4-(2-chlorobenzoyl)piperazin-1-yl)acetyl)-1',4'-dihydro-2'H-spiro[pyrrolidine-2,3'-quinolin]-2'-one ClC1=C(C(=O)N2CCN(CC2)CC(=O)N2CCCC23C(NC2=CC=CC=C2C3)=O)C=CC=C1